N1([C@@H](CCCC1)C(=O)O)C(=O)O (S)-piperidine-1,2-dicarboxylic acid